1-(4-fluoro-3-methyl-phenyl)-5-methoxy-indole-2-carbonitrile FC1=C(C=C(C=C1)N1C(=CC2=CC(=CC=C12)OC)C#N)C